(1S,4S)-tert-Butyl 5-(5-amino-1H-indol-4-yl)-2,5-diazabicyclo[2.2.1]heptane-2-carboxylate NC=1C(=C2C=CNC2=CC1)N1[C@@H]2CN([C@H](C1)C2)C(=O)OC(C)(C)C